6-(4-formyl-5-methyl-1H-pyrazol-1-yl)-4-methylpyridine-3-carbonitrile C(=O)C=1C=NN(C1C)C1=CC(=C(C=N1)C#N)C